C(C)(=O)N1C[C@@H]([C@H](C1)C1=CC(=CC=C1)C=1C2=C(N=C(N1)N1[C@H](CC1)C)CCC2)C(=O)O (3R,4S)-1-acetyl-4-(3-(2-((S)-2-methylazetidin-1-yl)-6,7-dihydro-5H-cyclopenta[d]pyrimidin-4-yl)phenyl)pyrrolidine-3-carboxylic acid